2-{[(2S)-1,4-Dioxan-2-yl]methyl}-N-{[(2R,5S)-5-methyloxolan-2-yl]methyl}-8-(trifluoromethyl)-4,5-dihydro-2H-furo[2,3-g]indazol-7-carboxamid O1[C@H](COCC1)CN1N=C2C3=C(CCC2=C1)OC(=C3C(F)(F)F)C(=O)NC[C@@H]3O[C@H](CC3)C